butyl-sulfonate sulfonium salt [SH3+].C(CCC)S(=O)(=O)[O-]